trans-N-(2-(1-(phenylsulfonyl)indolin-5-yl)cyclopropyl)tetrahydro-2H-pyran-4-amine C1(=CC=CC=C1)S(=O)(=O)N1CCC2=CC(=CC=C12)[C@H]1[C@@H](C1)NC1CCOCC1